ethyl (R)-3-fluoro-1-(1-phenylethyl)-1H-pyrrole-2-carboxylate FC1=C(N(C=C1)[C@H](C)C1=CC=CC=C1)C(=O)OCC